FC(F)(F)C1=C(C(=O)O)C=CC(=N1)OCC[Si](C)(C)C (trifluoromethyl)-6-(2-(trimethylsilyl)ethoxy)nicotinic acid